tert-butyl 4-[1-[[4-(4,4,5,5-tetramethyl-1,3,2-dioxaborolan-2-yl)phenyl]methyl]-4-piperidyl]piperazine-1-carboxylate CC1(OB(OC1(C)C)C1=CC=C(C=C1)CN1CCC(CC1)N1CCN(CC1)C(=O)OC(C)(C)C)C